(2S)-4-(cyclopropyl(4-(5,6,7,8-tetrahydro-1,8-naphthyridin-2-yl)butyl)amino)-2-(((3-methoxybutoxy)carbonyl)amino)butanoic acid C1(CC1)N(CC[C@@H](C(=O)O)NC(=O)OCCC(C)OC)CCCCC1=NC=2NCCCC2C=C1